N-[5-[[2-(3-cyclopropylpyrrolidin-1-yl)acetyl]amino]-2-methyl-3-pyridyl]-6-(1-methylpyrazol-4-yl)triazolo[1,5-a]pyridine-3-carboxamide C1(CC1)C1CN(CC1)CC(=O)NC=1C=C(C(=NC1)C)NC(=O)C=1N=NN2C1C=CC(=C2)C=2C=NN(C2)C